COC(=O)C=1C=C(C2=C(N(C(=N2)C)C/C(=C/CN)/F)C1)C1=CC(=CC=C1)S(=O)(=O)C (Z)-1-(4-amino-2-fluoro-but-2-en-1-yl)-2-methyl-4-(3-(methylsulfonyl)phenyl)-1H-benzo[d]imidazole-6-carboxylic acid methyl ester